butyl ((4-amino-9-(2-((1R,3S,5R)-3-((6-bromopyridin-2-yl)carbamoyl)-2-azabicyclo[3.1.0]hexan-2-yl)-2-oxoethyl)-9H-pyrimido[4,5-b]indol-6-yl)methyl)carbamate NC1=NC=NC=2N(C3=CC=C(C=C3C21)CNC(OCCCC)=O)CC(=O)N2[C@@H]1C[C@@H]1C[C@H]2C(NC2=NC(=CC=C2)Br)=O